5-[4-[(3S)-1-(3-fluoropropyl)pyrrolidin-3-yl]oxyphenyl]-2,3-dihydro-1-benzothiepin-8-ol FCCCN1C[C@H](CC1)OC1=CC=C(C=C1)C1=CCCSC2=C1C=CC(=C2)O